C1(=CC=CC=C1)NC(=O)C1=CC=C(S1)C1=C(OC2CCN(CC2)C(=O)O)C=CC=C1.FC(C(C(Br)(F)F)(F)F)(F)F heptafluorobromopropane 4-(2-(5-(Phenylcarbamoyl)thiophen-2-yl)phenoxy)piperidine-1-carboxylate